FC1=C(OC2=C(N=C(S2)C(=O)N)C)C=CC(=C1)N1N=C2N(C1=O)[C@H](CC2)C2=CC=CC=C2 (R)-5-(2-fluoro-4-(3-oxo-5-phenyl-6,7-dihydro-3H-pyrrolo[2,1-c][1,2,4]triazol-2(5H)-yl)phenoxy)-4-methylthiazole-2-carboxamide